5-chloro-2-(methoxy-d3)-N-(4-sulfamoylphenethyl)benzamide ClC=1C=CC(=C(C(=O)NCCC2=CC=C(C=C2)S(N)(=O)=O)C1)OC([2H])([2H])[2H]